FC=1C=C(C=CC1)C1OP(OCC1)(OC1=C(C(=CC(=C1)CCCCC)O)C1=C(C=CC(=C1)C)C(=C)C)=O 4-(3-fluorophenyl)-2-((6-hydroxy-5'-methyl-4-pentyl-2'-(prop-1-en-2-yl)-[1,1'-biphenyl]-2-yl)oxy)-1,3,2-dioxaphosphinane 2-oxide